CC1=C(C(=CC=C1)C)C1=NC(=NC(=C1)OC[C@@H](CC(C)C)NC=1C=NN(C1)C)NS(=O)(=O)C=1C=C(C(=O)O)C=CC1 3-[[4-(2,6-dimethylphenyl)-6-[(2R)-4-methyl-2-[(1-methylpyrazol-4-yl)amino]pentoxy]pyrimidin-2-yl]sulfamoyl]benzoic acid